tert-butyl (S)-(1-cyclohexyl-2-((4-(5-methoxy-3-methyl-1-((2-(trimethylsilyl) ethoxy)methyl)-1H-pyrazol-4-yl)phenyl)amino)-2-oxoethyl)carbamate C1(CCCCC1)[C@@H](C(=O)NC1=CC=C(C=C1)C=1C(=NN(C1OC)COCC[Si](C)(C)C)C)NC(OC(C)(C)C)=O